2-(4-((5-fluoro-4-((4-hydroxycyclohexyl)methoxy)-6-methylpyrimidin-2-yl)amino)-3-methyl-1H-pyrazol-1-yl)-2-methylpropanenitrile FC=1C(=NC(=NC1C)NC=1C(=NN(C1)C(C#N)(C)C)C)OCC1CCC(CC1)O